(S)-3-bromo-4-hydroxy-5-methylfuran-2(5H)-one BrC=1C(O[C@H](C1O)C)=O